CN1N=CC(=C1)C=1N=C(C2=C(N1)C=NN2C2CCOCC2)N [5-(1-methyl-1H-pyrazol-4-yl)-1-(tetrahydropyran-4-yl)-1H-pyrazolo[4,3-d]pyrimidin-7-yl]-amine